CN1C(C(=CC(=C1)[N+](=O)[O-])[N+](=O)[O-])=O 1-methyl-3,5-dinitropyridine-2(1H)-one